C1(CC1)C1=NC=NC(=C1C1=NC=2N(C(C=NC2C=N1)=O)CC12C3C4C5(C3C1C5C24)C=2N(C=C(N2)C(F)(F)F)C(C)C)OC 2-(4-cyclopropyl-6-methoxypyrimidin-5-yl)-8-((4-(1-isopropyl-4-(trifluoromethyl)-1H-imidazol-2-yl)cuban-1-yl)methyl)pteridin-7(8H)-one